O1CCC(CC1)=NS(=O)C(C)(C)C 2-methyl-propane-2-sulfinic acid-(tetrahydro-pyran-4-ylidene)-amide